CC1=NNC(=C1N1CCN(CC1)C=1C=C(C(=O)O)C=CC1F)C 3-(4-(3,5-Dimethyl-1H-pyrazol-4-yl)piperazin-1-yl)-4-fluorobenzoic Acid